CN(C(C1=CC(=CC(=C1)C(F)(F)F)C(F)(F)F)=O)C(C)C=1N(N=C(N1)C1=CC=CC=C1)C1=NC=CC=N1 N-methyl-N-[1-(5-phenyl-2-pyrimidin-2-yl-1,2,4-triazol-3-yl)ethyl]-3,5-bis(trifluoromethyl)benzamide